FC=1C=C(C=O)C=C(C1OC=1C=NC(=NC1)C(F)(F)F)F 3,5-difluoro-4-((2-(trifluoromethyl)pyrimidin-5-yl)oxy)benzaldehyde